(R)-4-(7-(4-fluorobenzoyl)-8-methyl-3-(3-methyl-1,2,4-thiadiazol-5-yl)-5,6,7,8-tetrahydroimidazo[1,5-a]pyrazin-1-yl)-3,6-dihydropyridine-1(2H)-carboxylic acid tert-butyl ester C(C)(C)(C)OC(=O)N1CCC(=CC1)C=1N=C(N2C1[C@H](N(CC2)C(C2=CC=C(C=C2)F)=O)C)C2=NC(=NS2)C